C1(CC1)C1=NC=NC(=C1C1=NC=C(C(=N1)OCC1=CC=C(C=C1)C=1N(C=C(N1)C(F)(F)F)C)C=1N=CSC1)OC 4-[2-(4-cyclopropyl-6-methoxy-pyrimidin-5-yl)-4-[[4-[1-methyl-4-(trifluoromethyl)imidazol-2-yl]phenyl]methoxy]pyrimidin-5-yl]thiazole